ditrimethylolpropane tetrakis(2-mercaptoacetate) SCC(=O)O.SCC(=O)O.SCC(=O)O.SCC(=O)O.C(O)C(CC)(CO)CO.C(O)C(CC)(CO)CO